[O-]S(=O)(=O)C(F)(F)F.C(CCCCC)[NH+]1CCC(CC1)CCCC 1-Hexyl-4-butylpiperidinium triflate